2-(2-((7-(2-(aminomethyl)-3-fluoropyridin-4-yl)-3-fluorobenzofuran-5-yl)methoxy)phenyl)acetic acid NCC1=NC=CC(=C1F)C1=CC(=CC=2C(=COC21)F)COC2=C(C=CC=C2)CC(=O)O